C(C)N1N=C2C(NC(C(=C2N[C@@H](C)C2=NC=CC=N2)C2=NC3=C(N2)C=C(C=C3F)N3CCOCC3)=O)=C1 (S)-2-ethyl-6-(4-fluoro-6-morpholino-1H-benzo[d]imidazol-2-yl)-7-((1-(pyrimidin-2-yl)ethyl)amino)-2,4-dihydro-5H-pyrazolo[4,3-b]pyridin-5-one